C(C)OC(/C=N/[C@H](C)C1=CC=CC=C1)=O (2E)-{[(1R)-1-phenylethyl]imino}acetic acid ethyl ester